C(N(CC(=O)[O-])CC(=O)[O-])CN(CC(=O)[O-])CC(=O)[O-].[Cd+2].[Cd+2] cadmium edetate